(3-hydroxy-4-methoxyphenylethyl)-4-methoxy-[1,1'-biphenyl] OC=1C=C(C=CC1OC)CCC1=C(C=CC(=C1)OC)C1=CC=CC=C1